S(=O)(=O)(C1=CC=C(C)C=C1)N1C=C(C=C1)C(=O)C1=C(C=CC=C1)C(F)(F)F (1-tosyl-1H-pyrrol-3-yl)(2-(trifluoromethyl)phenyl)methanone